BrC=1C=C(C=C2CCN(CC12)C(=O)OC(C)(C)C)OCCOC t-butyl 8-bromo-6-(2-methoxyethoxy)-3,4-dihydroisoquinoline-2(1H)-carboxylate